(2S,3R)-3-(4-methoxyphenyl)aziridine-2-carboxylic acid COC1=CC=C(C=C1)[C@@H]1[C@H](N1)C(=O)O